COC1=CC=C(C=C1)PC1=CC=C(C=C1)OC bis(para-methoxyphenyl)phosphine